CNC1=CC=C2C(=N1)NC=C2 N-methyl-1H-pyrrolo[2,3-b]pyridin-6-amine